ClC1=C(C=CC(=C1)C#N)C1=C2CNCC2=CC=C1 4-(2-chloro-4-cyanophenyl)isoindoline